N1CCC(CC1)CN[C@H]1[C@@H](C1)C=1C=C2CCN(C2=CC1)S(=O)(=O)CCC trans-N-(piperidin-4-ylmethyl)-2-(1-(propylsulfonyl)indolin-5-yl)cyclopropylamine